C(C)(C)(C)N(C(O)=O)C=1C(=NC=C(C1)Br)OC.C(C)O[Si](CCC[SiH3])(OCC)OCC 3-triethoxysilylpropyl-silane tert-butyl-(5-bromo-2-methoxypyridin-3-yl)carbamate